(3S)-3-(5-(2,6-dimethylphenyl)pyridin-3-yl)-3-(2-(4-methyl-2-oxopyridin-1(2H)-yl)pentanamido)propanoic acid CC1=C(C(=CC=C1)C)C=1C=C(C=NC1)[C@H](CC(=O)O)NC(C(CCC)N1C(C=C(C=C1)C)=O)=O